dihydroxypropoxybenzene OC(CCOC1=CC=CC=C1)O